C(C)(C)(C)OC(=O)N1CCN(CC1)CC1=CC=C(C=C1)[C@H](C)NC=1N=CC2=C(N1)N(C(C=C2)=O)CC(CO)(C)C 4-(4-{(S)-1-[8-(3-hydroxy-2,2-dimethyl-propyl)-7-oxo-7,8-dihydro-pyrido[2,3-d]pyrimidin-2-ylamino]-ethyl}-benzyl)-piperazine-1-carboxylic acid tert-butyl ester